11-{[(2S,3R,4S,6R)-4-(dimethylamino)-3-hydroxy-6-methyloxan-2-yl]oxy}-2-ethyl-3,4,10,13-tetrahydroxy-3,5,6,8,10,12,14-heptamethyl-1-oxa-6-azacyclopentadecan-15-one CN([C@@H]1[C@H]([C@@H](O[C@@H](C1)C)OC1C(CC(CN(C(C(C(C(OC(C(C(C1C)O)C)=O)CC)(C)O)O)C)C)C)(C)O)O)C